4,5-dihydroxyl-2,7-naphthalenedisulfonic acid OC1=CC(=CC2=CC(=CC(=C12)O)S(=O)(=O)O)S(=O)(=O)O